racemic-1-(3-aminopropyl)-3-(3-chloro-4-fluorophenyl)-1-(1-(1-oxo-1,2-dihydroisoquinolin-4-yl)ethyl)urea NCCCN(C(=O)NC1=CC(=C(C=C1)F)Cl)[C@H](C)C1=CNC(C2=CC=CC=C12)=O |r|